1,2-dihydronaphthalene-5-amine C1CC=CC=2C(=CC=CC12)N